N1CCOCC1C(=N)N 5-morpholinamidine